6-chloro-N-methoxy-N-methyl-3-(triazol-2-yl)pyridine-2-carboxamide ClC1=CC=C(C(=N1)C(=O)N(C)OC)N1N=CC=N1